N1=CC(=CC=C1)C=1OC2=C(N1)C=C(C=C2)B2OC(C(O2)(C)C)(C)C 2-(pyridin-3-yl)-5-(tetramethyl-1,3,2-dioxaborolan-2-yl)-1,3-benzoxazole